N-[(2-amino-3-chloroquinolin-7-yl)methyl]-N-(1,1-dioxo-2,3-dihydro-1λ6-benzothiophen-7-yl)pyridine-3-carboxamide NC1=NC2=CC(=CC=C2C=C1Cl)CN(C(=O)C=1C=NC=CC1)C1=CC=CC=2CCS(C21)(=O)=O